(S)-3-(3-((R)-1-(Benzyloxy)-7-((2-((tert-butyldimethylsilyl)oxy)ethyl)sulfonyl)-2,6,6-trimethyl-1-oxoheptan-2-yl)phenyl)propane-1,2-diyl diacetate C(C)(=O)OC[C@H](CC1=CC(=CC=C1)[C@](C(=O)OCC1=CC=CC=C1)(CCCC(CS(=O)(=O)CCO[Si](C)(C)C(C)(C)C)(C)C)C)OC(C)=O